NC1=NC(=C(C=C1C=1C=C2C=CNC(C2=CC1)=O)C1=CC(=C(C=C1)N1CCN(CC1)CCCC(F)F)CN(C)C)F 6-(2-amino-5-(4-(4-(4,4-difluorobutyl)piperazin-1-yl)-3-((dimethylamino)methyl)phenyl)-6-fluoropyridin-3-yl)isoquinolin-1(2H)-one